3-(3-((4-chlorobenzyl)oxy)-4-((difluoromethyl)sulfonamido)phenyl)-5-((5-(trifluoromethyl)pyrazin-2-yl)amino)-1H-pyrazole-4-carboxamide ClC1=CC=C(COC=2C=C(C=CC2NS(=O)(=O)C(F)F)C2=NNC(=C2C(=O)N)NC2=NC=C(N=C2)C(F)(F)F)C=C1